[Na+].C(\C=C\C1=CC(OC)=C(O)C=C1)(=O)[O-].[Na+].C(\C=C\C1=CC(OC)=C(O)C=C1)(=O)[O-] sodium ferulate sodium salt